6-((3S,4S)-4-amino-3-methyl-2-oxa-8-azaspiro[4.5]decan-8-yl)-3-(1-(6-methylpyridin-2-yl)cyclopropyl)-1,5-dihydro-4H-pyrazolo[3,4-d]pyrimidin-4-one N[C@@H]1[C@@H](OCC12CCN(CC2)C=2NC(C1=C(N2)NN=C1C1(CC1)C1=NC(=CC=C1)C)=O)C